CC=1C=C(C=CC1OC1=CC2=C(N(C=N2)C)C=C1)NC1=NC=NC2=CC=C(C=C12)N1CCNCC1 N-{3-methyl-4-[(1-methyl-1,3-benzodiazol-5-yl)oxy]phenyl}-6-(piperazin-1-yl)quinazolin-4-amine